(12R,13S)-12,13-dimethyl-8,11,14-trioxa-4,5,19,20-tetraazatetracyclo[13.5.2.12,5.018,21]tricosa-1(20),2(23),3,15(22),16,18(21)-hexaene C[C@H]1OCCOCCN2N=CC(C3=NNC=4C=CC(O[C@H]1C)=CC34)=C2